O=C1NC(CCC1N1C(C2=CC=C(C=C2C1=O)NCCCOC1=CC=C(C=C1)C(C)(C)C1=CC=C(OCC2=NC(=NC=C2)NS(=O)(=O)C)C=C1)=O)=O N-(4-((4-(2-(4-(3-((2-(2,6-dioxopiperidin-3-yl)-1,3-dioxoisoindolin-5-yl)amino)propoxy)phenyl)propan-2-yl)phenoxy)methyl)pyrimidin-2-yl)methanesulfonamide